CC1N(CCC(C1)N(C=1N=NC(=CC1)C1=CC=C(C=2N=NN(C21)COCC[Si](C)(C)C)N2N=CC=C2)C)C(=O)[O-] 2-methyl-4-[methyl([6-[7-(pyrazol-1-yl)-3-[[2-(trimethylsilyl)ethoxy]methyl]-1,2,3-benzotriazol-4-yl]pyridazin-3-yl])amino]piperidine-1-carboxylate